5-[(2-hydroxyethoxy)methyl]-N,N-bis[(4-methoxyphenyl)methyl]-1H-pyrazole-4-sulfonamide OCCOCC1=C(C=NN1)S(=O)(=O)N(CC1=CC=C(C=C1)OC)CC1=CC=C(C=C1)OC